(S)-2-(3-(5-Amino-6-(1H-1,2,3-triazol-1-yl)pyrazin-2-yl)-4-methylphenyl)-3,3,3-trifluoropropane-1,2-diol NC=1N=CC(=NC1N1N=NC=C1)C=1C=C(C=CC1C)[C@](CO)(C(F)(F)F)O